NC([C@@](CO)(C)NC(=O)C1=C(OC2=C1C=C(C=C2)C2CC21CCCC1)C)=O N-((S)-1-amino-3-hydroxy-2-methyl-1-oxopropan-2-yl)-2-methyl-5-(spiro[2.4]heptan-1-yl)benzofuran-3-carboxamide